ClC1=CC=C(C=C1)N1CCN(CC1)C(CCC=1NC(C2=CC(=CC=C2C1)F)=O)=O 3-(3-(4-(4-chlorophenyl)piperazin-1-yl)-3-oxopropyl)-7-fluoroisoquinolin-1(2H)-one